2-[acetyl-(2,4-difluorobenzyl)amino]-7-chloro-6-hydroxy-N-methyl-1-benzothiophene-3-carboxamide C(C)(=O)N(C=1SC2=C(C1C(=O)NC)C=CC(=C2Cl)O)CC2=C(C=C(C=C2)F)F